5-chloro-3-(4-chlorophenyl)-1-isobutyl-indole ClC=1C=C2C(=CN(C2=CC1)CC(C)C)C1=CC=C(C=C1)Cl